CN1C(C(=C(C1=O)C1=CNC2=CC(=CC=C12)Cl)C1=CNC2=CC(=CC=C12)Cl)=O N-methyl-2,3-bis(6-chloro-3-indolyl)maleimide